2-butyl-1-(4-methoxybenzyl)-7-propoxy-1H-imidazo[4,5-d]pyridazin-4-amine C(CCC)C1=NC=2C(=C(N=NC2N)OCCC)N1CC1=CC=C(C=C1)OC